(chloromethyl)-7-fluorobenzo[d]oxazole ClCC=1OC2=C(N1)C=CC=C2F